C(=C)C1(C2=NC=NC2=NC=N1)N 6-vinyladenine